3-(trimethylsilyl)propane C[Si](CCC)(C)C